4-(2-trifluoromethoxybenzyloxy)-3-(pyridin-3-ylamino)benzo[d]isoxazole FC(OC1=C(COC2=CC=CC3=C2C(=NO3)NC=3C=NC=CC3)C=CC=C1)(F)F